FC1=C(C=CC(=C1F)OC1=NC=CC=C1C1=NC(=NC=C1)NCCNC)NS(=O)(=O)CC1=CC=CC=C1 N-(2,3-difluoro-4-((3-(2-(2-(methylamino)ethylamino)pyrimidin-4-yl)-2-pyridyl)oxy)phenyl)-1-phenyl-methanesulfonamide